1-(4-fluorophenyl)-5-((3aR,5S,6aS)-5-methoxy-2-((1-methyl-1H-pyrazol-4-yl)sulfonyl)-5-phenylhexahydrocyclopenta[c]pyrrol-3a(1H)-yl)-6-methyl-1H-indazole FC1=CC=C(C=C1)N1N=CC2=CC(=C(C=C12)C)[C@@]12[C@@H](CN(C1)S(=O)(=O)C=1C=NN(C1)C)C[C@](C2)(C2=CC=CC=C2)OC